C(N)(=N)N1C(CCCC1)CC(=O)O 2-(1-carbamimidoyl-piperidin-2-yl)acetic acid